2-methyl-1,14-tetradecanediol CC(CO)CCCCCCCCCCCCO